COC=1N=C2C(=CC=NC2=CC1OC)OC1=C(C=C(C=C1)NC(=O)C=1C(N(C=CC1)C1=CC(=NC=C1)O)=O)F N-[4-[(6,7-dimethoxy-1,5-naphthyridin-4-yl)oxy]-3-fluorophenyl]-1-(2-hydroxypyridin-4-yl)-2-oxopyridine-3-carboxamide